C(C1=CC=CC=C1)OC(=O)N([C@H](C(=O)OC(C)(C)C)CC1CCC1)C tert-butyl (S)-2-(((benzyloxy)carbonyl)(methyl)amino)-3-cyclobutylpropanoate